N-(2-hydroxy-2-methyl-propyl)-6-[(4-pyrazol-1-ylphenyl)methyl]-1,3-benzodioxole-4-carboxamide OC(CNC(=O)C1=CC(=CC=2OCOC21)CC2=CC=C(C=C2)N2N=CC=C2)(C)C